O=C1NC2(CN(C2)C(=O)O[C@@H]2C[C@@H](C2)COCC2=CC(=C(C=C2)Cl)C)CO1 cis-3-(((4-chloro-3-methylbenzyl)oxy)methyl)cyclobutyl 6-oxo-7-oxa-2,5-diazaspiro[3.4]octane-2-carboxylate